(R)-2-(2-(methyl(2-oxo-4-(o-tolyl)-2H-chromen-7-yl)amino)acetamido)propanamide CN(CC(=O)N[C@@H](C(=O)N)C)C1=CC=C2C(=CC(OC2=C1)=O)C1=C(C=CC=C1)C